diPropyl sulphite S(=O)(OCCC)OCCC